BrC=1SC(=NN1)[C@H]1N([C@@H](CC2=C1NC1=CC=CC=C21)C)CC(C)(C)F 2-bromo-5-[(1S,3R)-2-(2-fluoro-2-methyl-propyl)-3-methyl-1,3,4,9-tetrahydropyrido[3,4-b]indol-1-yl]-1,3,4-thiadiazole